4-(Dimethylamino)piperidine CN(C1CCNCC1)C